BrC1=NOC(C1)[C@@H]1CNCC1 3-bromo-5-[(3S)-pyrrolidin-3-yl]-4,5-dihydroisoxazole